C(C1=CC=CC=C1)OC(=O)N1CCC(=CC1)C=1N(CNC1)C 4-(3-methyl-1,2-dihydroimidazol-4-yl)-3,6-dihydro-2H-pyridine-1-carboxylic acid benzyl ester